FC(CC1=C(C)C=CC(=C1)S(=O)(=O)[O-])(F)F 2-trifluoroethyl-4-toluenesulfonate